(2S)-2-((E)-3-(2-chloro-4-fluorophenyl)acrylamido)-N-(4-(cyclopropylamino)-3,4-dioxo-1-((S)-2-oxopyrrolidin-3-yl)butan-2-yl)-4,4-dimethylpentanamide ClC1=C(C=CC(=C1)F)/C=C/C(=O)N[C@H](C(=O)NC(C[C@H]1C(NCC1)=O)C(C(=O)NC1CC1)=O)CC(C)(C)C